tert-butyl 6-[1-methyl-2-oxo-7-[4-(2-pyrrolidin-1-ylethoxy)anilino]-4H-pyrimido[4,5-d]pyrimidin-3-yl]-3-azabicyclo[4.1.0]heptane-3-carboxylate CN1C(N(CC=2C1=NC(=NC2)NC2=CC=C(C=C2)OCCN2CCCC2)C21CCN(CC1C2)C(=O)OC(C)(C)C)=O